tin (II) 2-propylhexanoate C(CC)C(C(=O)[O-])CCCC.[Sn+2].C(CC)C(C(=O)[O-])CCCC